NC1=C(C=2C(=NC=C(N2)CCC2N(CCC2)C(=O)OC(C)(C)C)N1C1=C(C(=CC=C1C)OC)C)C(N)=O tert-butyl 2-(2-(6-amino-7-carbamoyl-5-(3-methoxy-2,6-dimethylphenyl)-5H-pyrrolo[2,3-b]pyrazin-2-yl)ethyl)pyrrolidine-1-carboxylate